BrC=1C=C(C=CC1)S(=O)(=O)NC(C)(C)C 3-bromo-N-(tertbutyl)benzenesulfonamide